CN(CCOC1=CC=C(C=C1)CC1C(NC(S1)=O)=O)C1=NC=CC=C1 5-((4-(2-(methyl-2-pyridinylamino)ethoxy)phenyl)methyl)-2,4-thiazolidinedione